C(C)(C)[C@H]1NC(N(C1)C1(CC2=CC=C(C=C2C1)NC([C@H](C1=CC=CC=C1)NC(=O)C1=CC=NN1C)=O)C(NC)=O)=O N-((1S)-2-((2-((R)-4-isopropyl-2-oxoimidazolidin-1-yl)-2-(methylcarbamoyl)-2,3-dihydro-1H-inden-5-yl)amino)-2-oxo-1-phenylethyl)-1-methyl-1H-pyrazole-5-carboxamide